C(C=CC=CC=CC=CC=CC=CCCCCCCCCC)(=O)NCCOC(C1=CC=C(C=C1)Br)=O 4-bromobenzoic acid-(docosahexenamidoethyl) ester